N'-[(2-hydroxy-1-naphthyl)methylene]-3-(2-naphthyl)-1H-pyrazole-5-carbohydrazide OC1=C(C2=CC=CC=C2C=C1)C=NNC(=O)C1=CC(=NN1)C1=CC2=CC=CC=C2C=C1